CN(C)CC1=C(C(=CC=C1CN(C)C)CN(C)C)O 2,3,6-tris(dimethylaminomethyl)phenol